F[C@@H]1[C@H](C1)C1=NC(=NO1)C=1C=CC(=C(C1)NC(=O)C=1C=NN2C1C=CC(=C2)COCC(C)(C)O)C N-[5-[5-[(1R,2S)-2-fluorocyclopropyl]-1,2,4-oxadiazol-3-yl]-2-methyl-phenyl]-6-[(2-hydroxy-2-methyl-propoxy)methyl]pyrazolo[1,5-a]pyridine-3-carboxamide